2,4,6-tris(3,4-difluorophenyl)-boroxine FC=1C=C(C=CC1F)B1OB(OB(O1)C1=CC(=C(C=C1)F)F)C1=CC(=C(C=C1)F)F